FC1=C(C(=O)N(C)C)C=C(C(=C1)C1=NC=C(N=C1)N(C)[C@@H]1[C@@H]([C@H]2CC[C@@H](C1)N2)F)O 2-fluoro-4-(5-(((1R,2R,3S,5S)-2-fluoro-8-azabicyclo[3.2.1]octan-3-yl)(methyl)amino)pyrazin-2-yl)-5-hydroxy-N,N-dimethylbenzamide